C(CC)C(C(=O)O)C.C(CC)(=O)OCCC propyl propionate (propyl propionate)